((2-aminoethyl)sulfonyl)-1-((1S,5S)-6-(4-ethoxyphenyl)-9,9-dimethyl-3,6-diazabicyclo[3.2.2]nonan-3-yl)-2,2-difluoroethane-1-one NCCS(=O)(=O)C(C(=O)N1C[C@@H]2CN([C@H](C1)C(C2)(C)C)C2=CC=C(C=C2)OCC)(F)F